4-chloro-2-(2-fluoro-5-methoxy-4-(piperidine-1-carbonyl)phenyl)-6-((2-(trimethylsilyl)ethoxy)methyl)-1,6-naphthyridin-5(6H)-one ClC1=CC(=NC=2C=CN(C(C12)=O)COCC[Si](C)(C)C)C1=C(C=C(C(=C1)OC)C(=O)N1CCCCC1)F